4-Oxoproline O=C1C[C@H](NC1)C(=O)O